N-[(1-Ethylpyrrolidin-2-yl)Methyl]Acetamide C(C)N1C(CCC1)CNC(C)=O